tert-butyl 3-(bromomethyl-d2)-3-fluoroazetidine-1-carboxylate BrC(C1(CN(C1)C(=O)OC(C)(C)C)F)([2H])[2H]